C(=O)O.ClC1=C(C(=CC=C1)Cl)N1CC(C1)C1=CC(=C(CN2C(CC(CC2)C(=O)O)C)C(=C1)C)C 1-(4-(1-(2,6-dichlorophenyl)azetidin-3-yl)-2,6-dimethylbenzyl)-2-methylpiperidine-4-carboxylic acid, formate salt